CNC(=O)C=1C=CC=C2C1CCO2 N-methyl-2,3-dihydrobenzofuran-4-carboxamide